C1=CC=C(C=C1)/C=N/O syn-Benzaldoxime